4-((5-(4-acetylpiperazin-1-yl)thiophen-2-yl)methylene)-3-phenylisoxazol-5(4H)-one C(C)(=O)N1CCN(CC1)C1=CC=C(S1)C=C1C(=NOC1=O)C1=CC=CC=C1